O=C1NC(CCC1N1C(C2=CC=CC(=C2C1=O)C#CCCC)=O)=O 5-[2-(2,6-dioxopiperidin-3-yl)-1,3-dioxoisoindol-4-yl]Pent-4-yne